O[C@]1(CC\C=C\[C@@H](CC1)OC(NCCOCCOCCOCCO)=O)C(=O)OC Methyl (1S,4E,6R)-1-hydroxy-6-{[(2-{2-[2-(2-hydroxyethoxy)ethoxy] ethoxy}ethyl)carbamoyl]oxy}cyclooct-4-ene-1-carboxylate